2-Oxo-2-[rac-(2R,5S)-2-(4-benzyloxyphenyl)-5-methyl-1-piperidyl]acetamide O=C(C(=O)N)N1[C@H](CC[C@@H](C1)C)C1=CC=C(C=C1)OCC1=CC=CC=C1 |r|